N-((2,6-dihydroxy-5'-methyl-4-pentyl-2'-(prop-1-en-2-yl)-[1,1'-biphenyl]-3-yl)methyl)cyclopropanecarboxamide OC1=C(C(=CC(=C1CNC(=O)C1CC1)CCCCC)O)C1=C(C=CC(=C1)C)C(=C)C